COC=1C=C(/C=C/C2=CC=C(OC(=O)OCCNC(C(CC=3N(C=CN3)C(C3=CC=CC=C3)(C3=CC=CC=C3)C3=CC=CC=C3)NC(OC(C)(C)C)=O)=O)C=C2)C=C(C1)OC Tert-butyl (E)-(1-((2-(((4-(3,5-dimethoxystyryl)phenoxy)carbonyl)oxy)ethyl) amino)-1-oxo-3-(1-trityl-1H-imidazol-2-yl)propan-2-yl)carbamate